3-(5-((4-((3-morpholinoazetidin-1-yl)methyl)benzyl)amino)-4-oxoquinazolin-3(4H)-yl)piperidine-2,6-dione O1CCN(CC1)C1CN(C1)CC1=CC=C(CNC2=C3C(N(C=NC3=CC=C2)C2C(NC(CC2)=O)=O)=O)C=C1